C(CCC)(=O)C1=CC(=C(C=N1)C=1C=NC2=CC(=NC=C2C1)NC(=O)[C@@H]1[C@@H](C1)F)C (1R,2R)-N-(3-(6-butyryl-4-methylpyridin-3-yl)-1,6-naphthyridin-7-yl)-2-fluorocyclopropane-1-carboxamide